3,5-difluoro-4-hydroxy-[(4-{3-[6-(trifluoromethyl)pyridazin-3-yl]-1,2,4-oxadiazol-5-yl}bicyclo[2.2.2]octan-1-yl)methyl]benzamide FC=1C(=C(C(=O)N)C=C(C1O)F)CC12CCC(CC1)(CC2)C2=NC(=NO2)C=2N=NC(=CC2)C(F)(F)F